FC1=CC=C(C(=N1)C)OC1=C(C(=O)NC=2C=C(C=CC2)[S@](=O)(C)=NC(=O)C2CN(C2)C(=O)OC(C)(C)C)C(=C(C=N1)C(F)(F)F)C tert-butyl (R)-3-(((3-(2-((6-fluoro-2-methylpyridin-3-yl)oxy)-4-methyl-5-(trifluoromethyl)nicotinamido)phenyl)(methyl)(oxo)-λ6-sulfaneylidene)carbamoyl)azetidine-1-carboxylate